trioctylmethylammonium hydrogensulfate S(=O)(=O)(O)[O-].C(CCCCCCC)[N+](C)(CCCCCCCC)CCCCCCCC